C(CCCC)(=O)NC=1C=2N=CN([C@H]3[C@H](O)[C@H](O)[C@@H](CO)O3)C2N=CN1 N6-pentanoyladenosine